((6-chloro-2-(4-methylpiperazin-1-yl)pyrido[3,4-d]pyrimidin-4-yl)amino)-N-(3-chlorophenyl)ethane-1-sulfonamide ClC1=CC2=C(N=C(N=C2NC(C)S(=O)(=O)NC2=CC(=CC=C2)Cl)N2CCN(CC2)C)C=N1